NC=1C(=NC=C(N1)N1CCC2([C@H](CC(C2)=O)N)CC1)SC1=C2C(CN(C2=CC=C1)C(C)=O)(F)F (S)-1-(4-((3-amino-5-(4-amino-2-oxo-8-azaspiro[4.5]decan-8-yl)pyrazin-2-yl)thio)-3,3-difluoroindolin-1-yl)ethanone